CC(CCO)CCC 3-methylhexan-1-ol